Dibutyl 9,9'-((3-((2-(4-(2-((5-(bis(9-(2-ethylbutoxy)-2-hydroxy-9-oxononyl)amino)-pentanoyl)oxy)ethyl)piperazin-1-yl)ethyl)disulfaneyl)propyl)azanediyl)bis(8-hydroxynonanoate) C(C)C(COC(CCCCCCC(CN(CCCCC(=O)OCCN1CCN(CC1)CCSSCCCN(CC(CCCCCCC(=O)OCCCC)O)CC(CCCCCCC(=O)OCCCC)O)CC(CCCCCCC(OCC(CC)CC)=O)O)O)=O)CC